tert-butyl-(3S,5S)-3-[[4-[4-[(6-amino-5-chloro-3-pyridyl)oxy]-2-methyl-thiazol-5-yl]pyrimidin-2-yl]amino]-5-fluoro-piperidine-1-carboxylate C(C)(C)(C)OC(=O)N1C[C@H](C[C@@H](C1)F)NC1=NC=CC(=N1)C1=C(N=C(S1)C)OC=1C=NC(=C(C1)Cl)N